C1(=CC=CC=C1)C1=C(C=CC=C1N)N phenylbenzene-1,3-diamine